N-(4-(2-fluorophenoxy)phenyl)-3,4-dihydro-2H-[1,4]oxazino[2,3-f]quinazolin-10-amine FC1=C(OC2=CC=C(C=C2)NC2=NC=NC3=CC=C4C(=C23)OCCN4)C=CC=C1